dinonylphenol CCCCCCCCCC1=C(C(=CC=C1)O)CCCCCCCCC